4,4-difluoro-N-(2-fluoro-4-nitrophenyl)cyclohexanecarboxamide FC1(CCC(CC1)C(=O)NC1=C(C=C(C=C1)[N+](=O)[O-])F)F